[N+](=O)([O-])C1=CC=C(C=C1)NC1=CC2=C(C=C1)C1=CC=C(C=C1C21C2=CC=CC=C2OC=2C=CC=CC12)NC1=CC=C(C=C1)[N+](=O)[O-] N2,N7-bis(4-nitrophenyl)spiro[fluorene-9,9'-xanthene]-2,7-diamine